2-(cyclobutylmethyl)-8-(1-(6-methylpyridin-3-yl)ethoxy)-1,2,3,4-tetrahydro-2,7-naphthyridine C1(CCC1)CN1CC2=C(N=CC=C2CC1)OC(C)C=1C=NC(=CC1)C